1-((3S,5R)-1-acryloyl-5-(methoxymethyl)pyrrolidin-3-yl)-5-(methylamino)-3-((3-methylquinoxalin-6-yl)ethynyl)-1H-pyrazole-4-carboxamide C(C=C)(=O)N1C[C@H](C[C@@H]1COC)N1N=C(C(=C1NC)C(=O)N)C#CC=1C=C2N=C(C=NC2=CC1)C